C(CCCC)C1C2C=CC(C1)C2 5-(n-pentyl)-bicyclo[2.2.1]hept-2-ene